C(C)(C)(C)C1=CC=2C(=NC(=CN2)[C@H]2CCC[C@@H]([C@@H](N2)COC2=NC(=NC(=C2)C2=C(C=CC=C2C)C)NS(=O)(=O)C=2C=C(C(=O)O)C=CC2)OC(C)C)N1C 3-[[4-[[(2S,3S,7R)-7-(6-tert-butyl-5-methyl-pyrrolo[2,3-b]pyrazin-3-yl)-3-isopropoxy-azepan-2-yl]methoxy]-6-(2,6-dimethylphenyl)pyrimidin-2-yl]sulfamoyl]benzoic acid